2-((4,4-difluorocyclohexyl)(4-fluoro-3-methylphenoxy)methyl)-4-methyl-1H-imidazol FC1(CCC(CC1)C(C=1NC=C(N1)C)OC1=CC(=C(C=C1)F)C)F